(R)-N-(3-(1-((2-Amino-5-chloropyridin-3-yl)oxy)ethyl)phenyl)-2-chloro-3-methoxybenzamid NC1=NC=C(C=C1O[C@H](C)C=1C=C(C=CC1)NC(C1=C(C(=CC=C1)OC)Cl)=O)Cl